(6-(2-methoxy-4-(trifluoromethyl)phenyl)-4,5-dimethylpyridin-3-yl)(pyridin-3-yl)methanol COC1=C(C=CC(=C1)C(F)(F)F)C1=C(C(=C(C=N1)C(O)C=1C=NC=CC1)C)C